CN([C@H]1CN(CC1)C(=O)OC(C)(C)C)CCCCCCC1NC2=NC=CC=C2CC1 tert-butyl (3R)-3-(methyl(6-(1,2,3,4-tetrahydro-1,8-naphthyridin-2-yl)hexyl)amino)pyrrolidine-1-carboxylate